ClC1=C(C=CC=C1N)NC1=NC=NC=C1 2-chloro-N1-(pyrimidin-4-yl)benzene-1,3-diamine